N-(5-fluoropyridin-2-yl)-2-(3-methyl-5-oxo-8-(trifluoromethyl)pyrazolo[1,5-a]pyrido[3,2-e]pyrimidin-4(5H)-yl)acetamide FC=1C=CC(=NC1)NC(CN1C=2N(C3=C(C1=O)C=CC(=N3)C(F)(F)F)N=CC2C)=O